FC=1C=C2C(=C(NC2=C(C1)F)C1=CC=C(C=C1)F)CC1CNCC1 5,7-difluoro-2-(4-fluorophenyl)-3-(pyrrolidin-3-ylmethyl)-1H-indole